(S)-2-(3,3-diethylureido)-4-(((3,3-difluorocyclobutyl)methyl)(4-(5,6,7,8-tetrahydro-1,8-naphthyridin-2-yl)butyl)amino)butanoic acid C(C)N(C(N[C@H](C(=O)O)CCN(CCCCC1=NC=2NCCCC2C=C1)CC1CC(C1)(F)F)=O)CC